[C@@]12(C(=O)CC(CC1)C2(C)C)CS(=O)(=O)[O-] (R)-(-)-10-camphorsulfonate